1-(2-methylallyl)piperidin CC(CN1CCCCC1)=C